(trans)-4-[(5-{N-[4-iodo-5-methyl-2-(2-methylpyrrolidin-1-yl)phenyl]but-2-ynamido}-1-methylpyrazolo[4,3-b]pyridin-3-yl)oxy]cyclohexane-1-carboxylic acid IC1=CC(=C(C=C1C)N(C(C#CC)=O)C1=CC=C2C(=N1)C(=NN2C)O[C@@H]2CC[C@H](CC2)C(=O)O)N2C(CCC2)C